N-(4-(aminomethyl)phenyl)-2-isopropyl-5,5-dimethylcyclohexane-carboxamide NCC1=CC=C(C=C1)NC(=O)C1C(CCC(C1)(C)C)C(C)C